2,3,5,6-Tetrakis(trifluoromethyl)benzidine FC(C1=C(C(=C(C(=C1C(F)(F)F)N)C(F)(F)F)C(F)(F)F)C1=CC=C(N)C=C1)(F)F